C(C)N(C1=CC=C(C=N1)C(C)=O)CC 1-(6-(diethylamino)pyridin-3-yl)ethan-1-one